FC=1C(=CC=2C3=C(NC(C2C1)=O)COCC3N(C(=O)C3=CC=1C(=CN=C(C1)F)N3)C)F N-(8,9-difluoro-6-oxo-1,4,5,6-tetrahydro-2H-pyrano[3,4-c]isoquinolin-1-yl)-5-fluoro-N-methyl-1H-pyrrolo[2,3-c]pyridine-2-carboxamide